N1(N=CC=C1)C1CCN(CC1)C(=O)C1=NC2=CC=C(C=C2C(=C1)C(=O)N1CCCCC1)OCC=1OC2=C(N1)C=CC=C2 (4-(1H-pyrazol-1-yl)piperidin-1-yl)(6-(benzo[d]oxazol-2-ylmethoxy)-4-(piperidine-1-carbonyl)quinolin-2-yl)methanone